(±)-trans-N-(8-amino-6-(4-methylpyridin-3-yl)isoquinolin-3-yl)-2-(hydroxymethyl)cyclopropanecarboxamide NC=1C=C(C=C2C=C(N=CC12)NC(=O)[C@H]1[C@@H](C1)CO)C=1C=NC=CC1C |r|